(S)-2-[(R*)-3-(3-hydroxy-phenyl)-piperidin-1-ylmethyl]-2,3-dihydro-benzo[1,4]dioxin-6-ol OC=1C=C(C=CC1)[C@@H]1CN(CCC1)C[C@H]1COC2=C(O1)C=CC(=C2)O |o1:7|